C(C)(C)(C)OC(=O)N(CCCC(C#N)C1CNCC1)CC1=CC(=CC=C1)[N+](=O)[O-] (3-((tert-butoxycarbonyl)(3-nitrobenzyl)amino)propyl)(pyrrolidin-3-yl)acetonitrile